NC\C=C(\CN1N=NC2=C1C=C(C=C2C=2C=C(C=CC2OC)S(=O)(=O)N(CC)CC)C(=O)N2CCCC2)/F (Z)-3-(1-(4-amino-2-fluoro-but-2-en-1-yl)-6-(pyrrolidine-1-carbonyl)-1H-benzo[d][1,2,3]triazol-4-yl)-N,N-diethyl-4-methoxybenzenesulfonamide